BrC=1C=C2C(NC1)=NC(=N2)SCC2=C(C#N)C=CC=C2 2-((6-bromo-4H-imidazo[4,5-b]pyridin-2-ylsulfanyl)methyl)benzonitrile